FC(C(=O)NCC1(CCCC1)C(=O)OCC)(F)F ethyl 1-[[(2,2,2-trifluoroacetyl)amino]methyl]cyclopentane-1-carboxylate